[3-(ethylsulfanyl)-6-fluoropyridin-2-yl]-3-methyl-6-(trifluoromethyl)-3H-imidazo[4,5-b]pyridine C(C)SC=1C(=NC(=CC1)F)C1=NC=2C(=NC=C(C2)C(F)(F)F)N1C